trans-2-[5-[3-(4-fluoro-6-methoxy-isoindolin-5-yl)oxypropoxy]-6-methoxy-benzothiophene-2-carbonyl]cyclopropanecarboxylic acid methyl ester COC(=O)[C@H]1[C@@H](C1)C(=O)C=1SC2=C(C1)C=C(C(=C2)OC)OCCCOC=2C(=C1CNCC1=CC2OC)F